8-chloro-N-(1-cyanocyclopropyl)-3-(5-(difluoromethyl)-1,3,4-thiadiazol-2-yl)imidazo[1,5-a]pyridin-6-sulfonamide ClC=1C=2N(C=C(C1)S(=O)(=O)NC1(CC1)C#N)C(=NC2)C=2SC(=NN2)C(F)F